Cl.NC/C(/CN1N=CN(C1=O)C1=CC(=NC=C1)C1=CC2=C(OCO2)C=C1)=C\F 2-[(2E)-2-(aminomethyl)-3-fluoroprop-2-en-1-yl]-4-[2-(1,3-benzodioxol-5-yl)pyridin-4-yl]-2,4-dihydro-3H-1,2,4-triazol-3-one hydrochloride